5-methyl-7-(N-methyl-N-(2-((1-methyl-2-oxo-1,2-dihydropyridin-4-yl)amino)-2-oxoethyl)sulfamoyl)-1H-indazole-3-carboxylic acid CC=1C=C2C(=NNC2=C(C1)S(N(CC(=O)NC1=CC(N(C=C1)C)=O)C)(=O)=O)C(=O)O